N-[(1S)-1-(aminomethyl)propyl]-4-[[3-(2,3-difluoro-4-methoxy-phenyl)imidazo[1,2-a]pyrazin-8-yl]amino]-2-ethyl-benzamide NC[C@H](CC)NC(C1=C(C=C(C=C1)NC=1C=2N(C=CN1)C(=CN2)C2=C(C(=C(C=C2)OC)F)F)CC)=O